[NH4+].P(=O)(O)(O)[O-].[Mg] magnesium dihydrogen phosphate, ammonium salt